N[C@@H]1C2=C(N=CS2)CC12CCN(CC2)C=2N=CC(=NC2)SC=2C(=C1C(N(C=NC1=CC2)CCOC)=O)Cl 6-[5-[(6S)-6-aminospiro[4,6-dihydrocyclopenta[d]thiazole-5,4'-piperidin]-1'-yl]pyrazin-2-yl]sulfanyl-5-chloro-3-(2-methoxyethyl)quinazolin-4-one